methyl (S,Z)-2-(2-(2-acetylhydrazineylidene)-5-(4-chlorophenyl)-7-methoxy-2,3-dihydro-1H-benzo[e][1,4]diazepin-3-yl)acetate C(C)(=O)NN=C1[C@@H](\N=C(/C2=C(N1)C=CC(=C2)OC)\C2=CC=C(C=C2)Cl)CC(=O)OC